potassium benzotrifluoride C1(=CC=CC=C1)C(F)(F)F.[K]